1-(t-butyl) 2-ethyl 2-((S)-3-chloro-2-methoxypropyl)-3-methylenepyrrolidin-1,2-dicarboxylate ClC[C@H](CC1(N(CCC1=C)C(=O)OC(C)(C)C)C(=O)OCC)OC